2-(difluoromethyl)-6-methoxyquinazoline-4-thiol FC(C1=NC2=CC=C(C=C2C(=N1)S)OC)F